ClC=1C=CC(=C2C1SCC1=C2NC2=CC=C(C=C12)F)OCCN(C)C 2-(4-chloro-8-fluoro-6,11-dihydrothiochromeno[4,3-b]indol-1-yloxy)-N,N-dimethylethylamine